NC1=CC(=C(C=C1)COC1=C(C=C(C=C1)C1C=2C(NC(C1)=O)=CNN2)OC)C(F)(F)F 7-(4-{[4-Amino-2-(trifluoromethyl)phenyl]methoxy}-3-methoxyphenyl)-2H,4H,5H,6H,7H-pyrazolo[4,3-b]pyridin-5-one